FC1(CN(CC1)C1=NC=CC(=C1NC(=O)N1CC(CC1)C1=CC=CC=C1)C1=C(C=CC=C1)F)F N-[2-(3,3-difluoropyrrolidin-1-yl)-4-(2-fluoro-phenyl)-3-pyridyl]-3-phenyl-pyrrolidine-1-carboxamide